(2S)-2-[[(2S,3R)-3-amino-2-hydroxy-4-phenyl-butanoyl]amino]-2-(2-methoxyphenyl)acetic acid N[C@@H]([C@@H](C(=O)N[C@H](C(=O)O)C1=C(C=CC=C1)OC)O)CC1=CC=CC=C1